CC1(OC=2C=C(C=C(C2C2C1CCC(=C2)C)O)CCCCC)C 6,6,9-Trimethyl-3-pentyl-6a,7,8,10a-tetrahydro-6H-benzo[c]chromen-1-ol